N[C@H](CC1=C(C=2N=C(N=C(C2O1)NCC=1SC=CC1)Cl)C#C)[C@H](C)F 6-[(2R,3S)-2-amino-3-fluorobutyl]-2-chloro-7-ethynyl-N-(thiophen-2-ylmethyl)furo[3,2-d]pyrimidin-4-amine